((R)-2-Fluoro-6-hydroxyphenyl)-2-methyl-5-carbonyl-1,2,4a,5,6,7-hexahydro-8-oxa-3,5a,9,13c-tetraAzanaphtho[3,2,1-de]anthracene-3(4H)-carboxylate FC1=C(C(=CC=C1)O)OC(=O)N1CC2C(N3CCOC=4N=C5C=CC=CC5=C(C34)N2CC1C)=C=O